phenyl-L-alanine sodium salt [Na+].C1(=CC=CC=C1)N[C@@H](C)C(=O)[O-]